FC(S(=O)(=O)OC1=C(C(=C(C(=C1)C(C)C)C#N)F)F)(F)F 4-Cyano-2,3-difluoro-5-isopropylphenyl trifluoromethanesulfonate